[N+](#[C-])C1=C2NC(=C1)C=C1C=CC(=N1)C=C1C=CC(N1)=CC=1C=CC(N1)=C2 isocyanoporphyrin